ClC=1C=CC(=NC1)CC1CC2(CN(C2)C(=O)N2CC3(C2)CC(C3)N3N=C(N=C3)C3(CC3)O)C1 [6-[(5-chloro-2-pyridinyl)methyl]-2-azaspiro[3.3]heptan-2-yl]-[6-[3-(1-hydroxycyclopropyl)-1,2,4-triazol-1-yl]-2-azaspiro[3.3]heptan-2-yl]methanone